9-(1-morpholinopropan-2-yl)-1-(trifluoromethyl)-9H-pyrido[3,4-b]indol-7-ol O1CCN(CC1)CC(C)N1C2=C(C3=CC=C(C=C13)O)C=CN=C2C(F)(F)F